(S)-N-(6-(1-methyl-1H-pyrazol-4-yl)isoquinolin-3-yl)tetrahydrofuran-2-carboxamide CN1N=CC(=C1)C=1C=C2C=C(N=CC2=CC1)NC(=O)[C@H]1OCCC1